(4-methoxyphenyl)-5-(4-(methylsulfonyl)benzylidene)furan-2(5H)-one COC1=CC=C(C=C1)C=1C(OC(C1)=CC1=CC=C(C=C1)S(=O)(=O)C)=O